N,N-dihydroxyethylamine oxide O[N+](O)(CC)[O-]